(8s,11s)-18-methyl-12-oxo-7-oxa-10,13,18,19-tetraazapentacyclo[15.6.1.12,6.18,11.020,24]hexacosane CN1C2CCCNC([C@H]3NC[C@@H](OC4CCCC(C5CCCC(N1)C52)C4)C3)=O